BrC=1C=C2C(=NNC(C2=CC1)=O)C(C)C 6-bromo-4-isopropylphthalazin-1(2H)-one